2-[(2R)-2-[(4-fluorophenyl)methyl]pyrrolidin-1-yl]-4-[(2R)-2-methylmorpholin-4-yl]-1H-pyrimidin-6-one FC1=CC=C(C=C1)C[C@@H]1N(CCC1)C=1NC(C=C(N1)N1C[C@H](OCC1)C)=O